CN(C)CC1=C(C=CC=C1)C=1C=CC2=C(C3=C(S(N2CCC)(=O)=O)C=NC(=N3)NC3=CC=C(C=C3)N3CCN(CC3)C)C1 9-{2-[(dimethylamino)methyl]phenyl}-N-[4-(4-methylpiperazin-1-yl)phenyl]-6-propyl-6H-pyrimido[5,4-c][2,1]benzothiazin-2-amine 5,5-dioxide